5-(((4aS,7R,8aR)-7-((Imidazo[1,2-a]pyridin-8-ylmethyl)amino)octahydro-4H-benzo[b][1,4]oxazin-4-yl)methyl)-1,3-dimethyl-1,3-dihydro-2H-benzo[d]imidazol-2-one N=1C=CN2C1C(=CC=C2)CN[C@@H]2CC[C@H]1[C@H](OCCN1CC1=CC3=C(N(C(N3C)=O)C)C=C1)C2